C1(CC1)C(C)C1=C(C2=C(C=3C(=NNC3C=C2)F)CCC1)C1=CC=C(C=C1)N1CCC(CC1)C=O 1-(4-(7-(1-cyclopropylethyl)-1-fluoro-3,8,9,10-tetrahydrocyclohepta[e]indazol-6-yl)phenyl)piperidine-4-carbaldehyde